6-[5-(2,2-difluoropropoxy)-3-ethylsulfonyl-2-pyridinyl]-2,2-difluoro-5H-[1,3]dioxolo[4,5-f]isoindol-7-one FC(COC=1C=C(C(=NC1)N1CC=2C=C3C(=CC2C1=O)OC(O3)(F)F)S(=O)(=O)CC)(C)F